2-((1-tert-butyl-1H-pyrazol-4-yl)amino)-4-((2-(2-methoxyethoxy)ethyl)amino)pyrimidine-5-carboxamide C(C)(C)(C)N1N=CC(=C1)NC1=NC=C(C(=N1)NCCOCCOC)C(=O)N